4-[5-[(1S)-2-amino-1-hydroxyethyl]pyrimidin-2-yl]-3-[2-methyl-6-(5-methyl-1,3-thiazol-2-yl)pyridin-4-yl]oxybenzonitrile NC[C@@H](O)C=1C=NC(=NC1)C1=C(C=C(C#N)C=C1)OC1=CC(=NC(=C1)C=1SC(=CN1)C)C